rac-trans-2-[[6-[(6-methoxy-2-methyl-3,4-dihydro-1H-isoquinolin-7-yl)amino]pyrazolo[3,4-d]pyrimidin-1-yl]methyl]cyclopentanecarboxylic acid COC=1C=C2CCN(CC2=CC1NC1=NC=C2C(=N1)N(N=C2)C[C@H]2[C@@H](CCC2)C(=O)O)C |r|